IC=1C=NN(C1)CCCCO 4-(4-iodo-1H-pyrazol-1-yl)butan-1-ol